2-fluoro-3-methoxy-5-(1-phenyl-1H-pyrazol-4-yl)phenol FC1=C(C=C(C=C1OC)C=1C=NN(C1)C1=CC=CC=C1)O